N-{1-(2-Adamantyl)-2-oxo-2-[(2-oxospiro[1H-indole-3,4'-oxane]-6-yl)amino]ethyl}-2-methylpyrazole-3-carboxamide C12C(C3CC(CC(C1)C3)C2)C(C(NC2=CC=C3C(=C2)NC(C32CCOCC2)=O)=O)NC(=O)C=2N(N=CC2)C